2-[6-(4-methoxyphenyl)-2-oxo-3H-imidazo[4,5-b]pyridin-1-yl]acetamide COC1=CC=C(C=C1)C=1C=C2C(=NC1)NC(N2CC(=O)N)=O